(2S,4R)-1-[(2S)-3,3-dimethyl-2-[4-[(4-methyl-1-piperidyl)methyl]triazol-1-yl]butanoyl]-4-hydroxy-N-methyl-pyrrolidine-2-carboxamide CC([C@@H](C(=O)N1[C@@H](C[C@H](C1)O)C(=O)NC)N1N=NC(=C1)CN1CCC(CC1)C)(C)C